2-cyclohexyl-2-[2-(2,4-dimethoxy-phenyl)-benzimidazol-1-yl]-N-(1-methyl-butyl)-acetamide C1(CCCCC1)C(C(=O)NC(CCC)C)N1C(=NC2=C1C=CC=C2)C2=C(C=C(C=C2)OC)OC